2-((4-Acetylphenyl)amino)-4-bromobenzonitrile C(C)(=O)C1=CC=C(C=C1)NC1=C(C#N)C=CC(=C1)Br